ClC1=C(C(=C(C=C1OC)OC)Cl)C1=CC2=C(N=C(N=C2)N[C@H]2[C@H](COC2)NC(C=C)=O)C(=N1)N1CC2(C1)CCC2 N-((3R,4S)-4-((6-(2,6-dichloro-3,5-dimethoxyphenyl)-8-(2-azaspiro[3.3]heptan-2-yl)pyrido[3,4-d]pyrimidin-2-yl)amino)tetrahydrofuran-3-yl)acrylamide